ClC1=CC2=C(N=C(N2)C)C=C1Cl 5,6-dichloro-2-methylbenzimidazole